C1(=CC=CC=C1)NC1=CC=C(C=C1)C1(C2=CC=CC=C2C=2C=CC=CC12)C1=CC=CC=C1 N-phenyl-4-(9-phenyl-9H-fluoren-9-yl)aniline